NC=1C=C(C#N)C=CC1N1CCC(CC1)OC1=C(C=C(C=C1)F)F 3-amino-4-(4-(2,4-difluorophenoxy)piperidin-1-yl)benzonitrile